5-(6-piperazin-1-yl-3-pyridyl)-1H-pyrrolo[2,3-b]pyridine N1(CCNCC1)C1=CC=C(C=N1)C=1C=C2C(=NC1)NC=C2